benzyl 4-[5-[tert-butyl(dimethyl)silyl]oxypentyl]piperidine-1-carboxylate [Si](C)(C)(C(C)(C)C)OCCCCCC1CCN(CC1)C(=O)OCC1=CC=CC=C1